C12(CC(C1)C2)N2[C@@H](C=1NC3=CC=CC=C3C1C[C@H]2C)C2=CC=C(C=C2)N[C@@H]2CN(CC2)CCC (S)-N-(4-((1R,3R)-2-(bicyclo[1.1.1]pentan-1-yl)-3-methyl-2,3,4,9-tetrahydro-1H-pyrido[3,4-b]indol-1-yl)phenyl)-1-propylpyrrolidin-3-amine